1,3,4,5,6,7-hexahydro-1,1,5,5-tetramethyl-2H-2,4a-methanonaphthalen-7-yl formate C(=O)OC1CC(C23CCC(C(C2=C1)(C)C)C3)(C)C